NC1=NC=C(C=C1O[C@H](C)C=1C=C(C=CC1)NC(C1=C(C(=CC=C1)OC)Cl)=O)Cl (R)-N-(3-(1-((2-amino-5-chloropyridin-3-yl)oxy)ethyl)-phenyl)-2-chloro-3-methoxybenzamide